NC1=C(C=CC=C1C(C1=CC=C(C=C1)Br)=O)CC(=O)OCCOCCOCCOC(CC1=C(C(=CC=C1)C(C1=CC=C(C=C1)Br)=O)N)=O (ethane-1,2-diylbis(oxy))bis(ethane-2,1-diyl) bis(2-(2-amino-3-(4-bromobenzoyl)phenyl) acetate)